C(C)(=O)OC1O[C@@H]([C@H]([C@@H]([C@H]1NC(=O)C1CCCC1)OC(C)=O)OC(C)=O)COC(C)=O (3R,4R,5S,6R)-6-(acetoxymethyl)-3-(cyclopentanecarboxamido)tetrahydro-2H-pyran-2,4,5-triyl triacetate